FC(OC1=C(C=C(C=C1F)[C@H]1C[C@H](C1)OC=1N=CC(=NC1)C1=CC(=NO1)[O-])F)F.[NH4+] ammonium 5-[5-({cis-3-[4-(difluoromethoxy)-3,5-difluorophenyl]cyclobutyl}oxy) pyrazin-2-yl]isoxazol-3-olate